3-Chloropyridine-2-formic acid ClC=1C(=NC=CC1)C(=O)O